4-(2-{[(2R,7aS)-2-fluoro-hexahydropyrrolizin-7a-yl]methoxy}-5-{6,6-difluoro-1-azaspiro[3.3]heptan-1-yl}pyrido[4,3-d]pyrimidin-7-yl)-5-ethynyl-6-fluoro-naphthalen-2-ol F[C@@H]1C[C@@]2(CCCN2C1)COC=1N=CC2=C(N1)C=C(N=C2N2CCC21CC(C1)(F)F)C1=CC(=CC2=CC=C(C(=C12)C#C)F)O